[5-(4-chloro-2-methyl-phenoxy)-4-methyl-3-pyridinyl]boronic acid ClC1=CC(=C(OC=2C(=C(C=NC2)B(O)O)C)C=C1)C